N-(5-cyclopentylpyrimidin-2-yl)-2-(1,3-thiazol-2-ylsulfanyl)-5-[(trifluoromethyl)sulfonyl]benzamide C1(CCCC1)C=1C=NC(=NC1)NC(C1=C(C=CC(=C1)S(=O)(=O)C(F)(F)F)SC=1SC=CN1)=O